C(C)N1C[C@H](CCC1)NC(=O)C1=NNC(=C1C(C)C)C=1C=C(C=2N(C1)N=CN2)C (S)-N-(1-ethylpiperidin-3-yl)-4-isopropyl-5-(8-methyl-[1,2,4]triazolo[1,5-a]pyridin-6-yl)-1H-pyrazole-3-carboxamide